ClC1=CC2=C(OCCN2CC=2SC=CN2)C(=C1OC)C(=O)OC methyl 6-chloro-7-methoxy-4-(thiazol-2-ylmethyl)-3,4-dihydro-2H-benzo[b][1,4]oxazine-8-carboxylate